C1C(CC2=CC=CC=C12)N 2,3-Dihydro-1H-inden-2-amine